BrC=1C(=NC(=NC1)I)OC1=CC=CC=C1 5-bromo-2-iodo-4-phenoxypyrimidine